ClC=1C=C(CNC(C(C)(C)C2=NC=C(N=C2)COC)=O)C=C(C1C1C(NC(CC1)=O)=O)Cl N-(3,5-dichloro-4-(2,6-dioxopiperidin-3-yl)benzyl)-2-(5-(methoxymethyl)pyrazin-2-yl)-2-methylpropanamide